1-cyclohexylguanidine C1(CCCCC1)NC(=N)N